C(CCCCCCC)N1C(=[NH+]C=C1)CCC 1-octyl-(3-propyl)imidazolium